rac-(1S*,2S*)-2-(3-chlorophenyl)-N-(5-(((6-cyclopropylimidazo[1,2-a]pyridin-2-yl)methyl)amino)pyridin-3-yl)cyclopropane-1-carboxamide ClC=1C=C(C=CC1)[C@@H]1[C@H](C1)C(=O)NC=1C=NC=C(C1)NCC=1N=C2N(C=C(C=C2)C2CC2)C1 |r|